N[C@H]1CN(CCCC1)C(=O)C1=CN(CCS1)C1=C2C(=NC=C1)NC=C2C (R)-(3-aminoazepan-1-yl)(4-(3-methyl-1H-pyrrolo[2,3-b]pyridin-4-yl)-3,4-dihydro-2H-1,4-thiazin-6-yl)methanone